C(=O)(OC(C)(C)C)N1CCC(CC1)OC1CC(C1)CO N-Boc-4-((1r,3r)-3-(hydroxymethyl)cyclobutoxy)piperidine